CC1=NC2=CC=CC(=C2C(N1C1C(NC(CC1)=O)=O)=O)CCC1=CC=C(C=C1)CN1CCSCC1 3-(2-methyl-4-oxo-5-(4-(thiomorpholinomethyl)phenethyl)quinazolin-3(4H)-yl)piperidine-2,6-dione